Di((9Z,12Z)-octadeca-9,12-dien-1-yl) (S)-2-((3-(dimethylamino)propanoyl)oxy)succinate CN(CCC(=O)O[C@H](C(=O)OCCCCCCCC\C=C/C\C=C/CCCCC)CC(=O)OCCCCCCCC\C=C/C\C=C/CCCCC)C